C1(CC1)C(C(=O)N)OC1=CC(=C(C(=C1)C)CC1=CC(=C(C=C1)O)C(C)C)C cyclopropyl-2-(4-(4-hydroxy-3-isopropylbenzyl)-3,5-dimethylphenoxy)acetamide